(1RS,2RS)-5-[2-(3,5-Di-tert-butyl-2-ethoxyphenyl)-cyclopropyl]-3-methyl-penta-2,4-dienoic acid C(C)(C)(C)C=1C(=C(C=C(C1)C(C)(C)C)[C@H]1[C@H](C1)C=CC(=CC(=O)O)C)OCC |r|